3-({1-[(4-methylphenyl)methyl]-1,2,3-triazacyclopent-4-yl}methyl)-1,2,3,4-tetrahydroquinazoline-2,4-dione CC1=CC=C(C=C1)CN1NNC(C1)CN1C(NC2=CC=CC=C2C1=O)=O